ClC1=CC2=C(C(=NO2)C2=C(C=CC=C2)[C@H](CC2=NC(=CC=C2C)S(=O)(=O)C)N[S@@](=O)C(C)(C)C)C=C1 (S)-N-{(S)-1-[2-(6-Chlorobenzo[d]isoxazol-3-yl)phenyl]-2-(3-methyl-6-methylsulfonylpyridine-2-yl)ethyl}-2-methylpropane-2-sulfinamide